tris(3,5-di-tert-butyl-4-hydroxyphenyl)phosphite C(C)(C)(C)C=1C=C(C=C(C1O)C(C)(C)C)OP(OC1=CC(=C(C(=C1)C(C)(C)C)O)C(C)(C)C)OC1=CC(=C(C(=C1)C(C)(C)C)O)C(C)(C)C